ClC1=C(C(=C(C=C1)S(=O)(=O)N[C@H](C(=O)O)[C@H](C)C1=C(C(=CC=C1F)C)C)NC)C (2S,3R)-2-((4-chloro-3-methyl-2-(methylamino)phenyl)sulfonamido)-3-(6-fluoro-2,3-dimethylphenyl)butanoic acid